COC(C(C1=CC=CC=C1)N1C=NC2=CC=C(C(=C2C1=O)F)Br)=O 2-(6-bromo-5-fluoro-4-oxoquinazolin-3(4H)-yl)-2-phenylacetic acid methyl ester